2-[[(E)-(1-Hydroxy-3H-2,1-benzoxaborol-5-yl)methylenamino]-(7-methylthieno[3,2-d]pyrimidin-4-yl)amino]ethanol OB1OCC2=C1C=CC(=C2)\C=N\N(CCO)C=2C1=C(N=CN2)C(=CS1)C